5-[2-[[(1R)-2-cyclohexyl-1-methyl-ethyl]amino]-4-methyl-thiazol-5-yl]-2-methoxy-N-(3-piperidyl)benzenesulfonamide C1(CCCCC1)C[C@@H](C)NC=1SC(=C(N1)C)C=1C=CC(=C(C1)S(=O)(=O)NC1CNCCC1)OC